CNC=1N=C(C(=NC1C=1C2=C(C=NC1)N(C=N2)C)C(=O)N)NC=2C=NC(=C(C2)C)N2[C@H]1CN([C@@H](C2)C1)C 5-(Methylamino)-6-(3-methylimidazo[4,5-c]pyridin-7-yl)-3-[[5-methyl-6-[(1R,4R)-5-methyl-2,5-diazabicyclo[2.2.1]heptan-2-yl]-3-pyridyl]amino]pyrazine-2-carboxamide